CC1NCC(CC1)C(NCC(F)(F)F)=O 2-methyl-5-(2,2,2-trifluoroethylcarbamoyl)piperidin